C(C=1C(C(=O)OCCCCCCCCCC)=CC=CC1)(=O)OCCCCCCCCCC di-decyl phthalate